C(C)S(=O)C=1C=C(C=NC1C1=NC2=C(C=NC(=C2)C(F)(F)F)N1C)C(C#N)(C)C 2-[5-ethylsulfinyl-6-[3-methyl-6-(trifluoromethyl)imidazo[4,5-c]pyridin-2-yl]-3-pyridyl]-2-methyl-propanenitrile